CC1(CC1)COC=1C=C(C=NC1)C(=O)O 5-[(1-methylcyclopropyl)methoxy]pyridine-3-carboxylic acid